C(C)(C)C1=C(C=CC=C1)[C@H]1N(CCC1)C1CC2(C1)CCN(CC2)C2=CC(=C(C(=O)O)C=C2)N2C1=C(OCC2C)N=C2C(=C1)C=CN2 4-(2-((S)-2-(2-isopropylphenyl)pyrrolidin-1-yl)-7-azaspiro[3.5]non-7-yl)-2-(2-methyl-2,3-dihydropyrrolo[3',2':5,6]pyrido[2,3-B][1,4]oxazin-1(6H)-yl)benzoic acid